CNCC1CCC(CC1)COC1=NC(=NC=C1)NC1=CC=C(C=C1)N1CCOCC1 4-(((1R,4R)-4-((methylamino)methyl)cyclohexyl)methoxy)-N-(4-morpholinophenyl)pyrimidin-2-amine